6-methyl-2-(1-(4-(m-tolyl)-4H-1,2,4-triazol-3-yl)hexahydrocyclopenta[c]pyrrol-2(1H)-yl)-4-(trifluoromethyl)nicotinonitrile CC1=NC(=C(C#N)C(=C1)C(F)(F)F)N1C(C2C(C1)CCC2)C2=NN=CN2C=2C=C(C=CC2)C